(1,5,5-trimethylcyclohex-1-yl)methane CC1(CCCC(C1)(C)C)C